N-(2,2-Diphenylethyl)-N-[2-oxo-2-[3-(2-pyridyl)pyrrolidin-1-yl]ethyl]prop-2-ynamide C1(=CC=CC=C1)C(CN(C(C#C)=O)CC(N1CC(CC1)C1=NC=CC=C1)=O)C1=CC=CC=C1